2-chloro-4-[(2-methyl-4-chlorobenzyl)amino]pyrimidin-5-carboxamide ClC1=NC=C(C(=N1)NCC1=C(C=C(C=C1)Cl)C)C(=O)N